C(/C=C\\C(=O)C(=O)O)C(=O)O The molecule is 2-Oxohex-3-enedioic acid in which the C=C double bond has Z configuration. It is a conjugate acid of a (3Z)-2-oxohex-3-enedioate.